BrC1=C(C(=CC=C1)C(C(C)(C)OC)(F)F)F bromo-3-(1,1-difluoro-2-methoxy-2-methylpropyl)-2-fluorobenzene